CN(C1=CC=C(N=N1)C1=C(C=C(C=C1OC(F)(F)F)C=1C=NNC1)O)C1CC(NC(C1)(C)C)(C)C 2-(6-(methyl(2,2,6,6-tetramethylpiperidin-4-yl)amino)pyridazin-3-yl)-5-(1H-pyrazol-4-yl)-3-(trifluoromethoxy)phenol